heptadecyl-dimethyl-2-phenoxyethyl-ammonium bromide [Br-].C(CCCCCCCCCCCCCCCC)[N+](CCOC1=CC=CC=C1)(C)C